C(#N)C1=C(C=C(C=C1)F)[C@@H]([C@@H](C)C=1N(C(C(=C(N1)C(=O)NC=1C=NOC1)O)=O)C)C=1C=NN(C1)CCOC 2-((1r,2r)-1-(2-cyano-5-fluorophenyl)-1-(1-(2-methoxyethyl)-1H-pyrazol-4-yl)propan-2-yl)-5-hydroxy-N-(isoxazol-4-yl)-1-methyl-6-oxo-1,6-dihydropyrimidine-4-carboxamide